FC1=C(C=CC(=C1)F)N1CC(CC1)C1=C(C(=O)O)C=CC=C1 2-(1-(2,4-difluorophenyl)pyrrolidin-3-yl)benzoic acid